(Fmoc)-lysine C(=O)(OCC1C2=CC=CC=C2C2=CC=CC=C12)N[C@@H](CCCCN)C(=O)O